C(CCCCCCCCCCCC)CC1=C(C(=CC=C1)CCCCCCCCCCCCCC)B(O)O [2,6-bis(tridecylmethyl)phenyl]boronic acid